C(C)(C)(C)[Si](C)(C)OCCCl tert-butyl-(2-chloroethoxy)dimethylsilane